1,2,3-triglycidyl-phenoxybenzene C(C1CO1)C1(OC2=CC=CC=C2)C(C(=CC=C1)CC1CO1)CC1CO1